O=C1NCC[C@@H]1CCC(=O)N 3-[(3S)-2-oxopyrrolidin-3-yl]Propionamide